NC1=NC=CC(=C1)C1=CN(C=2N=CN=C(C21)NCC2=CC=CC(=N2)N2CC(C2)O)COCC[Si](C)(C)C 1-(6-(((5-(2-aminopyridin-4-yl)-7-((2-(trimethylsilyl)ethoxy)methyl)-7H-pyrrolo[2,3-d]pyrimidin-4-yl)amino)methyl)pyridin-2-yl)azetidin-3-ol